5-chloro-6-(4-fluoro-1H-indazol-6-yl)-3,11,11-trimethyl-8,9,10,11-tetrahydrofuro[3,2-f][1,2,4]triazolo[4,3-a]quinoxaline ClC1=C(C2=C(C=3NC(C=4N(C13)C(=NN4)C)(C)C)CCO2)C2=CC(=C4C=NNC4=C2)F